6-bromo-2-(1-cyclopropylpiperidin-4-yl)-8-fluoroquinazolin-4(3H)-one BrC=1C=C2C(NC(=NC2=C(C1)F)C1CCN(CC1)C1CC1)=O